diphenyl-2,4,5,7-tetrahydro-6H-pyrazolo[3,4-c]pyridin C1(=CC=CC=C1)N1CC=2C(CC1)=CN(N2)C2=CC=CC=C2